4'-((1,4-phenylenebis(methylene))bis(oxy))bis(2,5-dimethyl-isophthalaldehyde) C1(=CC=C(C=C1)COC1=C(C(=C(C=O)C=C1C)C)C=O)COC1=C(C(=C(C=O)C=C1C)C)C=O